1,3-Diacryloyloxyadamantane C(C=C)(=O)OC12CC3(CC(CC(C1)C3)C2)OC(C=C)=O